BrC=1C(=NN2C1OCC1(C2)CC1)C1=CC=C(C=C1)F 3'-bromo-2'-(4-fluorophenyl)-5'H,7'H-spiro[cyclopropane-1,6'-pyrazolo[5,1-b][1,3]oxazine]